C(C)(C)(C)C=1SC2=C(N1)C(=CC1(CCNCC1)C2)OC 2-(tert-butyl)-4-methoxy-7H-spiro[benzo[d]thiazole-6,4'-piperidine]